1-[6-(2-hydroxy-4,6-dimethyl-phenyl)pyridazin-3-yl]indolin-7-ol OC1=C(C(=CC(=C1)C)C)C1=CC=C(N=N1)N1CCC2=CC=CC(=C12)O